C(CCCCCCC\C=C/CCCCCCCC)C(C(CC(=O)[O-])=O)CCCCCCCC\C=C/CCCCCCCC.C(C)(C)O[Al+2].C(CCCCCCC\C=C/CCCCCCCC)C(C(CC(=O)[O-])=O)CCCCCCCC\C=C/CCCCCCCC monoisopropoxyaluminum bisoleyl-acetoacetate